5-(3-((tert-butyldimethylsilyl)oxy)propoxy)-3-methyl-4-nitro-1H-pyrazole [Si](C)(C)(C(C)(C)C)OCCCOC1=C(C(=NN1)C)[N+](=O)[O-]